(R)-2-(tetrahydro-2H-pyran-4-yl)propanoic acid O1CCC(CC1)[C@H](C(=O)O)C